potassium tert-butyloxide C(C)(C)(C)OC(C)(C)C.[K]